N1N=NN=C1C1=C(C=CC=C1)C1=CC(=NC(=N1)N(CC(C)C)CC1=CC=CC=C1)NC=1OC2=C(N1)C=CC=C2 6-(2-(1H-tetrazol-5-yl)phenyl)-N4-(benzo[d]oxazol-2-yl)-N2-benzyl-N2-isobutylpyrimidine-2,4-diamine